(R)-1-(4-((7-(1-methyl-1H-pyrazol-4-yl)imidazo[1,2-c]pyrimidin-5-yl)oxy)azepan-1-yl)prop-2-yn-1-one CN1N=CC(=C1)C1=CC=2N(C(=N1)O[C@H]1CCN(CCC1)C(C#C)=O)C=CN2